5-methylpyrazine formate C(=O)O.CC=1N=CC=NC1